C(C)(=O)ON=C(C)C=1C=CC=2N(C3=CC=C(C=C3C2C1)C(C1=C(C=CC=C1)C)=O)CC [9-ethyl-6-(2-methylbenzoyl)-9H-carbazol-3-yl]ethan-1-one-1-(O-acetyloxime)